1-(6-(4-(4-(trans-4-pentylcyclohexyl)phenoxycarbonyl)phenoxy)hexyloxy)-2-methylpropan-2-en-1-one C(CCCC)[C@@H]1CC[C@H](CC1)C1=CC=C(OC(=O)C2=CC=C(OCCCCCCOC(C(=C)C)=O)C=C2)C=C1